3-(4-bromo-3-fluorobenzyl)azetidine, Hydrochloride Cl.BrC1=C(C=C(CC2CNC2)C=C1)F